C(CC(O)(C(=O)O)CC(=O)O)(=O)O.C(C)N(CCOC1=CC=C(C=C1)C(CC1=CC=C(C=C1)OC)(O)C1=CC=CC=C1)CC 1-(p-(2-(diethylamino)ethoxy)phenyl)-2-(p-methoxyphenyl)-1-phenylethanol citrate